4-(4-pyridinyl)isoindolin-1-one N1=CC=C(C=C1)C1=C2CNC(C2=CC=C1)=O